(4-[(2-METHYLPHENYL)METHOXY]PHENYL)BORANEDIOL CC1=C(C=CC=C1)COC1=CC=C(C=C1)B(O)O